CN(C(=O)C=1SC(=CC1)NCC#CC=1N(C2=CC=CC(=C2C1)NC1CCN(CC1)C)CC(F)(F)F)C N,N-dimethyl-5-[(3-{4-[(1-methylpiperidin-4-yl)amino]-1-(2,2,2-trifluoroethyl)-1H-indol-2-yl}prop-2-yn-1-yl)amino]thiophene-2-carboxamide